1-(1Z-hexadecenyl)-2-(9Z,12Z-octadecadienoyl)-sn-glycero-3-phosphocholine CCCCCCCCCCCCCC/C=C\OC[C@H](COP(=O)([O-])OCC[N+](C)(C)C)OC(=O)CCCCCCC/C=C\C/C=C\CCCCC